C1(CC1)C=1C(=NSC1C(=O)NC1=CC(=NC=C1)C(F)(F)F)C=1C=NC=CC1OC 4-CYCLOPROPYL-3-(4-METHOXYPYRIDIN-3-YL)-N-(2-(TRIFLUOROMETHYL)PYRIDIN-4-YL)ISOTHIAZOLE-5-CARBOXAMIDE